C(C=C)(=O)N1CCN(CC1)C1=CC=C(C=C1)C=1C=2N(C=C(C1)C=1C=NN(C1)COC)N=CC2C#N 4-(4-(4-Acryloylpiperazin-1-yl)phenyl)-6-(1-(methoxymethyl)-1H-pyrazol-4-yl)pyrazolo[1,5-a]pyridine-3-carbonitrile